(2-carboxyethyl)acrylamide C(=O)(O)CCC(C(=O)N)=C